C(C)(C)(C)OC(=O)N1CC2=CC=CC=C2C[C@@H]1CN[C@H]1CCCC=2C=CC=NC12.C1(C=CC(N1CCCCCC(=O)O)=O)=O.ON1C(CCC1=O)=O N-hydroxysuccinimide 6-(maleimido)hexanoate (R)-tert-Butyl-3-((((S)-5,6,7,8-tetrahydroquinolin-8-yl)amino)methyl)-3,4-dihydroisoquinoline-2(1H)-carboxylate